4-((1-(2-((2,6-dioxopiperidin-3-yl)amino)benzyl)piperidin-4-yl)ethynyl)-1-(((2S,3S,4S)-3-ethyl-4-fluoro-5-oxopyrrolidin-2-yl)methoxy)-7-methoxyisoquinoline-6-carboxamide O=C1NC(CCC1NC1=C(CN2CCC(CC2)C#CC2=CN=C(C3=CC(=C(C=C23)C(=O)N)OC)OC[C@H]2NC([C@H]([C@H]2CC)F)=O)C=CC=C1)=O